(2S,4R)-1-((S)-2-azido-3-methylbutanoyl)-4-hydroxy-N-(4-(4-methylthiazol-5-yl)benzyl)pyrrolidine-2-carboxamide N(=[N+]=[N-])[C@H](C(=O)N1[C@@H](C[C@H](C1)O)C(=O)NCC1=CC=C(C=C1)C1=C(N=CS1)C)C(C)C